2,6-difluoro-4-(5-propyl-1,3-dioxane-2-yl)benzoate FC1=C(C(=O)[O-])C(=CC(=C1)C1OCC(CO1)CCC)F